N-(4-methoxypyridin-2-yl)-6-(4-(oxetan-3-yl)piperazin-1-yl)-2-(pyridin-3-yl)pyrimidin-4-amine COC1=CC(=NC=C1)NC1=NC(=NC(=C1)N1CCN(CC1)C1COC1)C=1C=NC=CC1